acryloylaminosodium C(C=C)(=O)N[Na]